Monochlorogermane Cl[GeH3]